S1C=NC2=C1C=CC(=C2)/C=N/O (E)-benzo[d]thiazole-5-carbaldehyde oxime